NC=1C=NC2=C(C(=C(C=C2C1NC1CN(C1)C(=O)[O-])Cl)Br)F 3-((3-Amino-7-bromo-6-chloro-8-fluoroquinolin-4-yl)amino)azetidine-1-carboxylate